9-(4-(4-Isopropylpiperazin-1-yl)butyl)heptatriconta-6,9,28,31-tetraen-19-ol C(C)(C)N1CCN(CC1)CCCCC(CC=CCCCCC)=CCCCCCCCCC(CCCCCCCCC=CCC=CCCCCC)O